N-(4-(1-methyl-2-oxo-1,2,3,4-tetrahydroquinolin-6-yl)-5,6,7,8-tetrahydroisoquinolin-8-yl)propionamide CN1C(CCC2=CC(=CC=C12)C1=CN=CC=2C(CCCC12)NC(CC)=O)=O